3,4-dimethyl-1,2-Cyclopentandione CC1C(C(CC1C)=O)=O